tert-butyl (3-{5-[di(tert-butyl)(fluoro)silyl]-4-methoxy-2-pyridyl}thioureido)acetate C(C)(C)(C)[Si](C=1C(=CC(=NC1)NC(NCC(=O)OC(C)(C)C)=S)OC)(F)C(C)(C)C